C/C(/C(=O)O)=C\CC (E)-2-methylpent-2-enoic acid